COC(C(=C)C)=O.CC(C(=O)O)=C methylacrylic acid methyl-methacrylate